C(C1=CC=CC=C1)(C1=CC=CC=C1)=NC(C(=O)OC)(C(=O)OC)[C@@H]1CCC2=CC=C(C=C12)Br Dimethyl 2-(benzhydrylideneamino)-2-[(1R)-6-bromoindan-1-yl]propanedioate